tert-butyl-N-[[2-[5-[(1R)-1-[[6-(1,1-dioxo-3,6-dihydro-2H-thiopyran-4-yl)-7-methoxy-2-methyl-quinazolin-4-yl]amino]ethyl]-2-thienyl]phenyl]methyl]-N-methyl-carbamate C(C)(C)(C)OC(N(C)CC1=C(C=CC=C1)C=1SC(=CC1)[C@@H](C)NC1=NC(=NC2=CC(=C(C=C12)C=1CCS(CC1)(=O)=O)OC)C)=O